5-(4-(2,6-difluoro-4-(2-methoxyethoxy)phenyl)piperazin-1-yl)-7-isopropoxy-3-methyl-3H-[1,2,3]triazolo[4,5-d]pyrimidine FC1=C(C(=CC(=C1)OCCOC)F)N1CCN(CC1)C=1N=C(C2=C(N1)N(N=N2)C)OC(C)C